[Cl-].C(CCCCCCCCCCCCCC)[N+](CCC[Si](OC)(OC)OC)(CC)CC pentadecyldiethyl[3-(trimethoxysilyl)propyl]ammonium chloride